N-phenyl-melamine C1(=CC=CC=C1)NC1=NC(=NC(=N1)N)N